4-(5-chloro-1-methyl-1H-indol-7-yl)-7,7-dimethyl-2-(2-(2-propenoyl)-2,6-diazaspiro[3.4]octan-6-yl)-7,8-dihydro-5H-pyrano[4,3-b]pyridine-3-carbonitrile ClC=1C=C2C=CN(C2=C(C1)C1=C2C(=NC(=C1C#N)N1CC3(CN(C3)C(C=C)=O)CC1)CC(OC2)(C)C)C